dicyclopentyl-(2,3-dimethoxyphenyl)phosphine C1(CCCC1)P(C1=C(C(=CC=C1)OC)OC)C1CCCC1